C(C)(C)(C)OC(=O)N1CCN(CC1)C=1C=C2C3=C(N(C2=CC1)COCC[Si](C)(C)C)N=CC=C3 4-[9-(2-trimethylsilylethoxymethyl)pyrido[2,3-b]indol-6-yl]piperazine-1-carboxylic acid tert-butyl ester